CN1CC(C1)(C)[C@@](C=1C=C(C=NC1)C1=NC=C(C=N1)C=1CCN(CC1)C(C)=O)(C1=CC=C(C=C1)C(C)C)O 1-[4-(2-{5-[(R)-(1,3-dimethyl-azetidin-3-yl)-hydroxy-(4-isopropyl-phenyl)-methyl]-pyridin-3-yl}-pyrimidin-5-yl)-3,6-dihydro-2H-pyridin-1-yl]-ethanone